N1=CC(=CC=C1)C=1C=C(C=C(C1)C=1C=NC=CC1)C1=NC(=NC(=C1)C1=CC(=CC(=C1)C=1C=NC=CC1)C=1C=NC=CC1)C 4,6-Bis(3,5-di-3-pyridinylphenyl)-2-methylpyrimidine